FC1=CC=C(C=C1)C1=CC(=C(N=N1)[C@@H]1CN(CC1)C(C=C)=O)C1=NN(C=C1)C (S)-1-(3-(6-(4-fluorophenyl)-4-(1-methyl-1H-pyrazol-3-yl)pyridazin-3-yl)pyrrolidin-1-yl)prop-2-en-1-one